CN1C=C(C(=C1)C(=O)O)C(=O)O 1-methylpyrrole-3,4-dicarboxylic acid